3-(2-(4-(benzo[b]thiophen-4-yl)piperazin-1-yl)ethyl)cyclobutane S1C2=C(C=C1)C(=CC=C2)N2CCN(CC2)CCC2CCC2